1-(3-Chlorophenyl)piperazine ethyl-5,5-diphenyl-2-isoxazoline-3-carboxylate C(C)OC(=O)C1=NOC(C1)(C1=CC=CC=C1)C1=CC=CC=C1.ClC=1C=C(C=CC1)N1CCNCC1